(2R,3S,4R)-4-acetamido-1-(2-(3-acetyl-5-(2-methylpyrimidin-5-yl)-1H-indazol-1-yl)acetyl)-N-(6-bromopyridin-2-yl)-3-fluoropyrrolidine-2-carboxamide C(C)(=O)N[C@H]1[C@@H]([C@H](N(C1)C(CN1N=C(C2=CC(=CC=C12)C=1C=NC(=NC1)C)C(C)=O)=O)C(=O)NC1=NC(=CC=C1)Br)F